2-hydroxy-3-(tetrahydro-2H-pyran-2-yl)cyclohepta-2,4,6-trien-1-one OC=1C(C=CC=CC1C1OCCCC1)=O